C1(=CC=CC2=CC=CC=C12)S(=O)(=O)C1=CC=C(C=C1)CNC(=O)C1=CC=2C(=CN=CC2)O1 N-{[4-(naphthalene-1-sulfonyl)phenyl]methyl}furo[2,3-c]pyridine-2-carboxamide